bicyclo[2.2.1]heptane-1-ylamine C12(CCC(CC1)C2)N